N-((1r,4r)-4-((2,2-difluoropropyl)amino)cyclohexyl)-5-(1H-imidazol-1-yl)-1H-pyrazolo[3,4-c]pyridine-7-carboxamide FC(CNC1CCC(CC1)NC(=O)C=1N=C(C=C2C1NN=C2)N2C=NC=C2)(C)F